C(CCCCCCCCCCC)[NH3+].P(=O)(OCCCC)(OCCCCCC)[O-] butyl hexyl phosphate lauryl-ammonium salt